8-(3-((5,6-dichloropyridin-3-yl)oxy)propoxy)-1,3,7-trimethyl-3,7-dihydro-1H-purine-2,6-dione ClC=1C=C(C=NC1Cl)OCCCOC1=NC=2N(C(N(C(C2N1C)=O)C)=O)C